CC(CCO)C=CC(CCCC)C 3,6-dimethyldec-4-en-1-ol